C1(=CC=CC2=CC=CC=C12)C=1C(=NN(C1C#N)C1=CC=CC=C1)C(F)(F)F 4-(1-naphthyl)-1-phenyl-3-trifluoromethyl-1H-pyrazole-5-carbonitrile